NC1CC(C(NC1=O)C(=O)O)C(=O)O 5-amino-6-oxo-2,3-piperidinedicarboxylic acid